3-{[(6-methoxy-7-methyl-1,2,3,4-tetrahydronaphthalen-1-yl)methyl]amino}pyridine-4-carboxylic acid COC=1C=C2CCCC(C2=CC1C)CNC=1C=NC=CC1C(=O)O